O=C1NC2=CC(=CC=C2CN1)CNC(OC(C)(C)C)=O tert-butyl ((2-oxo-1,2,3,4-tetrahydroquinazolin-7-yl)methyl)carbamate